C(C)(C)(C)OC(=O)N(C(OC(C)(C)C)=O)C1=NN2C(C=C(C=C2)C2=C(C(=CC=C2)OC(CC(C(C)(O[Si](CC)(CC)CC)C2=CC=C(C=C2)F)(F)F)([2H])[2H])F)=N1 tert-butyl (tert-butoxycarbonyl)(7-(3-((3,3-difluoro-4-(4-fluorophenyl)-4-((triethylsilyl)oxy)pentyl-1,1-d2)oxy)-2-fluorophenyl)-[1,2,4]triazolo[1,5-a]pyridin-2-yl)carbamate